(3R)-3-(tert-butoxycarbonylamino)-4-oxo-5-[[4-[5-(trifluoromethyl)-1,2,4-oxadiazol-3-yl]phenyl]methyl]-2,3-dihydro-1,5-benzothiazepine-7-carboxylic acid C(C)(C)(C)OC(=O)N[C@H]1CSC2=C(N(C1=O)CC1=CC=C(C=C1)C1=NOC(=N1)C(F)(F)F)C=C(C=C2)C(=O)O